2-Chloro-4-{4-[(3-dimethylaminopropyl)aminomethyl]phenyl}-7-phenyl-7H-pyrrolo[2,3-d]pyrimidine ClC=1N=C(C2=C(N1)N(C=C2)C2=CC=CC=C2)C2=CC=C(C=C2)CNCCCN(C)C